3''-chloro-4''-((2,5-difluorobenzyl)oxy)-3-(2-hydroxypropane-2-yl)-5',6''-dimethyl-2H,2''H-[1,2':4',1''-terpyridine] ClC=1CN(C(=CC1OCC1=C(C=CC(=C1)F)F)C)C1=CC(=NC=C1C)N1CC(=CC=C1)C(C)(C)O